4-amino-1-benzylpiperidine NC1CCN(CC1)CC1=CC=CC=C1